CC1=C(OC=2CC3(C4=CN(N=C4C21)CC=2C=NC(=CC2)C)CC3)C(=O)OCC ethyl 8'-methyl-2'-[(6-methylpyridin-3-yl)methyl]-2',5'-dihydrospiro[cyclopropane-1,4'-furo[2,3-g]indazole]-7'-carboxylate